(S)-N-(4-(3-aminopiperidin-1-yl)-5-(1-(difluoromethyl)-1H-pyrazol-4-yl)pyridin-2-yl)-2-(4-((dimethylamino)methyl)-2-fluoro-6-methoxyphenyl)pyrimidin-4-amine N[C@@H]1CN(CCC1)C1=CC(=NC=C1C=1C=NN(C1)C(F)F)NC1=NC(=NC=C1)C1=C(C=C(C=C1OC)CN(C)C)F